6-(1-([1,1'-Biphenyl]-4-ylmethyl)-4-fluoro-1H-indol-7-carboxamido)-2-methylspiro[3.3]-heptan C1(=CC=C(C=C1)CN1C=CC2=C(C=CC(=C12)C(=O)NC1CC2(CC(C2)C)C1)F)C1=CC=CC=C1